ClC=1C=CC(=NC1)C(=O)NC12CC(C1)(C2)NC(COC2=CC(=C(C=C2)Cl)F)=O 5-chloro-N-{3-[2-(4-chloro-3-fluorophenoxy)acetylamino]bicyclo[1.1.1]pentan-1-yl}pyridine-2-carboxamide